N'-(2-hydroxypropyl)-4-((7-methoxyquinolin-4-yl)oxy)benzenesulfonimidamide OC(CN=S(=O)(N)C1=CC=C(C=C1)OC1=CC=NC2=CC(=CC=C12)OC)C